C1(CC1)C=1N=NN(C1)CC1=CC=C(C=C1)C1=NOC(=N1)OC(=O)N1CCCC1 (3-(4-((4-cyclopropyl-1H-1,2,3-triazol-1-yl)methyl)phenyl)-1,2,4-oxadiazol-5-yl)pyrrolidine-1-carboxylate